The molecule is a carbohydrate acid anion that is the conjugate base of 3-O-beta-D-glucosyl-D-glucuronic acid, obtained by deprotonation of the carboxy group; major species at pH 7.3. It is a conjugate base of a 3-O-beta-D-glucosyl-D-glucuronic acid. C([C@@H]1[C@H]([C@@H]([C@H]([C@@H](O1)O[C@H]([C@H](C=O)O)[C@@H]([C@@H](C(=O)[O-])O)O)O)O)O)O